propynoic cyclopentanoic anhydride C1(CCCC1)C(=O)OC(C#C)=O